C(C(=O)[O-])(=O)[O-].[Dy+3].C(C(=O)[O-])(=O)[O-].C(C(=O)[O-])(=O)[O-].[Dy+3] Dysprosium(III) oxalate